C(C)OC(=O)C1CC=2C=NN(C2CC1)C1CCOCC1 1-(tetrahydro-2H-pyran-4-yl)-4,5,6,7-tetrahydro-1H-indazole-5-carboxylic acid ethyl ester